3-(4-fluoro-3-methylbenzoyl)propionic acid FC1=C(C=C(C(=O)CCC(=O)O)C=C1)C